2-((S)-1-(4-fluorophenyl)-3,4-dihydroisoquinolin-2(1H)-yl)-5-(pyrrolidin-3-yl)-4,5-dihydrooxazole FC1=CC=C(C=C1)[C@@H]1N(CCC2=CC=CC=C12)C=1OC(CN1)C1CNCC1